OC1(CCNCC1)C=1C=CC(N(C1)[2H])C(=O)NC 5-(4-hydroxy-piperidin-4-yl)-N-methylpyridineamide-1-d